C[C@H](CCCC(C)(C)O)[C@H]1CC[C@@H]2[C@@]1(CC[C@H]3[C@H]2[C@@H](CC4=CC(=O)CC[C@]34C)O)C 7α,25-dihydroxycholestenone